C[C@@]1([C@@H]2C[C@@H]3CC[C@@]2(C=CC1=O)[C@H](C3=C)O)CCC(=O)NC4=C(C=CC(=C4O)C(=O)O)O The molecule is a polycyclic cage that is the 4-hydroxy derivative of platencin. It is isolated from Streptomyces platensis. It has a role as a bacterial metabolite. It is a cyclic ketone, a dihydroxybenzoic acid, a polycyclic cage, a secondary alcohol, an aromatic amide and a monocarboxylic acid amide. It derives from a platencin.